NC=1C=C(C=CC1)S(=O)(=O)NC1=C(C(=O)NC2=CC=C(C=C2)C)C=CC=C1 2-((3-aminophenyl)sulfonamido)-N-(p-tolyl)benzamide